3-(1,2,3,6-tetrahydropyridin-4-yl)-N-[4-(trifluoromethyl)phenyl]pyrazin-2-amine N1CCC(=CC1)C=1C(=NC=CN1)NC1=CC=C(C=C1)C(F)(F)F